(S)-6-(1-amino-1,3-dihydrospiro[indene-2,4'-piperidine]-1'-yl)-3-(3-(trifluoromethyl)-7,8-dihydroquinolin-5-yl)-1,5-dihydro-4H-pyrazolo[3,4-d]pyrimidin-4-one N[C@@H]1C2=CC=CC=C2CC12CCN(CC2)C=2NC(C1=C(N2)NN=C1C=1C=2C=C(C=NC2CCC1)C(F)(F)F)=O